5-methoxy-2-((3-methylbut-2-en-1-yl)oxy)benzoic acid COC=1C=CC(=C(C(=O)O)C1)OCC=C(C)C